tri(n-butyl)ammonium tetrakis(pentafluorophenyl)borate guanosine-3',5'-diphosphate P(=O)([O-])([O-])O[C@H]1[C@H]([C@@H](O[C@@H]1COP(=O)([O-])[O-])N1C=NC=2C(=O)NC(N)=NC12)O.FC1=C(C(=C(C(=C1[B-](C1=C(C(=C(C(=C1F)F)F)F)F)(C1=C(C(=C(C(=C1F)F)F)F)F)C1=C(C(=C(C(=C1F)F)F)F)F)F)F)F)F.C(CCC)[NH+](CCCC)CCCC.C(CCC)[NH+](CCCC)CCCC.C(CCC)[NH+](CCCC)CCCC.C(CCC)[NH+](CCCC)CCCC.C(CCC)[NH+](CCCC)CCCC